(S)-4-((R)-2-((4-(2-chloro-4-fluorophenyl)-1-oxo-1,2-dihydroisoquinolin-7-yl)oxy)propanoyl)morpholine-3-carbonitrile ClC1=C(C=CC(=C1)F)C1=CNC(C2=CC(=CC=C12)O[C@@H](C(=O)N1[C@H](COCC1)C#N)C)=O